CC1=NC=CC=C1C1=NN=C(O1)C(=O)N1[C@H](C2=C(CC1)NC=N2)C2=NN1C(C=CC=C1C(F)(F)F)=C2 (R)-(5-(2-methylpyridin-3-yl)-1,3,4-oxadiazol-2-yl)(4-(7-(trifluoromethyl)pyrazolo[1,5-a]pyridin-2-yl)-6,7-dihydro-1H-imidazo[4,5-c]pyridin-5(4H)-yl)methanone